C(C)(=O)NC1=CC(=NC=N1)NC=1C=C2C=NNC2=CC1OC 5-(6-Acetylaminopyrimidin-4-ylamino)-6-methoxy-1H-indazole